S1C=NC2=C1C(=CC=C2)C2=CC=C(C=C2)[C@H](CO)NC(=O)NC2=CN=C(S2)C#C (R)-1-(1-(4-(benzo[d]thiazol-7-yl)phenyl)-2-hydroxyethyl)-3-(2-ethynyl-thiazol-5-yl)urea